1-(4-(4-amino-7-cyclopropyl-7H-pyrrolo[2,3-d]pyrimidin-5-yl)-2-fluorophenyl)-3-(4-((1-methylpiperidin-4-yl)oxy)-3-(trifluoromethyl)phenyl)urea NC=1C2=C(N=CN1)N(C=C2C2=CC(=C(C=C2)NC(=O)NC2=CC(=C(C=C2)OC2CCN(CC2)C)C(F)(F)F)F)C2CC2